6-methoxy-1,1-dimethyl-3-tosylpyrrolo[1,2-a]quinolin-2(1H)-one COC1=C2C=CC=3N(C2=CC=C1)C(C(C3S(=O)(=O)C3=CC=C(C)C=C3)=O)(C)C